2-oxa-5,8-diazaspiro[3.5]nonane hydrochloride Cl.C1OCC12NCCNC2